N-{2-[(2S,4R)-4-fluoro-2-{[(S)-[6-fluoro-5-(1-methylcyclopropyl)pyridin-2-yl](phenyl)methyl]carbamoyl}pyrrolidin-1-yl]-2-oxoethyl}morpholine-4-carboxamide F[C@@H]1C[C@H](N(C1)C(CNC(=O)N1CCOCC1)=O)C(N[C@@H](C1=CC=CC=C1)C1=NC(=C(C=C1)C1(CC1)C)F)=O